C(#N)C1=CC=C(C=C1)C1CCN(CC1)C(=O)C=1C(=CC(=C(C1)C1=NC2=C(N1)C=CC(=C2)C(=O)N(C)C)C)C 2-(5-(4-(4-cyanophenyl)piperidine-1-carbonyl)-2,4-dimethylphenyl)-N,N-dimethyl-1H-benzo[d]imidazole-5-carboxamide